C(C(C)C)C1=CC=C(C=C1)S(=O)(=O)N 4-isobutyl-benzenesulfonamide